9-(4-((1-(3-fluoropropyl)azetidin-3-yl)methyl)phenyl)-8-(2-methyl-3-(trifluoromethyl)phenyl)-6,7-dihydro-5H-benzo[7]annulene-3-carboxylic acid hydrochloride Cl.FCCCN1CC(C1)CC1=CC=C(C=C1)C1=C(CCCC2=C1C=CC(=C2)C(=O)O)C2=C(C(=CC=C2)C(F)(F)F)C